Methyl (2S,4R)-1-((S)-2-(1-fluorocyclopropane-1-carboxamido)-3,3-dimethylbutanoyl)-4-hydroxypyrrolidine-2-carboxylate FC1(CC1)C(=O)N[C@H](C(=O)N1[C@@H](C[C@H](C1)O)C(=O)OC)C(C)(C)C